C(=O)(O)C(CC(=O)O)NCCC[Si](O)(O)O N-(1,2-dicarboxy)ethyl-3-aminopropyl-silanetriol